C(#N)[C@H](C[C@H]1C(NCC1)=O)NC([C@H](CC(C)(C)C)NC(=O)C=1NC2=C(C=CC=C2C1)C(C)C)=O N-[(2S)-1-({(1S)-1-cyano-2-[(3S)-2-oxopyrrolidin-3-yl]ethyl}amino)-4,4-dimethyl-1-oxopentan-2-yl]-7-(prop-2-yl)-1H-indole-2-carboxamide